C1=NC=CC2=C1CC(C2)NC(=O)C2=CC=NC=1N2N=C(C1C(=O)N)COC N7-(6,7-dihydro-5H-cyclopenta[c]pyridin-6-yl)-2-(methoxymethyl)pyrazolo[1,5-a]pyrimidine-3,7-dicarboxamide